C(C(CC)=N)=O Butane-1-on-2-imine